3-(tert-Butyl)-N-(2-fluoro-4-(2-(3-fluoro-2-nitrophenyl)-3H-imidazo[4,5-b]pyridin-7-yl)benzyl)-1,2,4-oxadiazole-5-carboxamide C(C)(C)(C)C1=NOC(=N1)C(=O)NCC1=C(C=C(C=C1)C1=C2C(=NC=C1)NC(=N2)C2=C(C(=CC=C2)F)[N+](=O)[O-])F